5-bromo-3-iodo-1H-indazole BrC=1C=C2C(=NNC2=CC1)I